tert-butyl 4-[4-(isopentyloxy)phenyl]piperidine-1-carboxylate C(CC(C)C)OC1=CC=C(C=C1)C1CCN(CC1)C(=O)OC(C)(C)C